(S)-6-fluoro-7-((4-((2-hydroxy-1-phenylethyl-2,2-d2)amino)-5-(1,3,4-oxadiazol-2-yl)pyrimidin-2-yl)amino)-3,4-dihydro-1H,10H-[1,3,4]oxadiazino[4,3-a]indazol-10-one FC1=C(C=CC=2C(N3N(C12)CCOC3)=O)NC3=NC=C(C(=N3)N[C@H](C([2H])([2H])O)C3=CC=CC=C3)C=3OC=NN3